ClC1=C(C=C(C=C1)N1CC(C2=NC(=CC=C21)C(=O)N2C(CN(CC2)C2=CC=C(C(=N2)C(=O)OC)C)(C)C)(C)C)F methyl 6-(4-(1-(4-chloro-3-fluorophenyl)-3,3-dimethyl-2,3-dihydro-1H-pyrrolo[3,2-b]pyridine-5-carbonyl)-3,3-dimethylpiperazin-1-yl)-3-methylpyridinecarboxylate